CN(C(O[C@@H]1C[C@H](C1)N)=O)C trans-3-aminocyclobutyl dimethylcarbamate